(6aR,8R)-2-chloro-6a-(difluoromethyl)-8-hydrazineyl-5,6,6a,7,8,9-hexahydropyrrolo-[1',2':4,5]pyrazino[2,3-c]pyridazine ClC=1C=C2C(=NN1)NC[C@@]1(N2C[C@@H](C1)NN)C(F)F